methyl 2-[[[[(4,6-dimethoxy-2-pyrimidinyl)amino]carbonyl]amino]sulfonyl]-6-(trifluoromethyl)-3-pyridinecarboxylate COC1=NC(=NC(=C1)OC)NC(=O)NS(=O)(=O)C1=NC(=CC=C1C(=O)OC)C(F)(F)F